FC(C1=NC=C(C=N1)OCC1CC(C1)NC(OC(C)(C)C)=O)(F)F tert-butyl ((1s,3s)-3-(((2-(trifluoromethyl)pyrimidin-5-yl)oxy)methyl)-cyclobutyl)carbamate